3,3',4,4'-tetra-(t-butyl-peroxylcarbonyl)benzophenone C(C)(C)(C)OOC(=O)C=1C=C(C(=O)C2=CC(=C(C=C2)C(=O)OOC(C)(C)C)C(=O)OOC(C)(C)C)C=CC1C(=O)OOC(C)(C)C